3-(benzyloxy)-6-(2-((2-(4-(benzyloxy)-3-methoxyphenyl) ethyl-1,1-d2) amino)-2-oxoethyl)-2-methoxybenzyl acetate C(C)(=O)OCC1=C(C(=CC=C1CC(=O)NC(CC1=CC(=C(C=C1)OCC1=CC=CC=C1)OC)([2H])[2H])OCC1=CC=CC=C1)OC